2-Chloro-N-[5-cyclopropyl-2-(7-fluoro-1H-indazole-4-carbonyl)-3-pyridyl]acetamide ClCC(=O)NC=1C(=NC=C(C1)C1CC1)C(=O)C=1C=2C=NNC2C(=CC1)F